(S)-5-bromo-4-(3-((tert-Butoxycarbonyl)amino)pyrrolidin-1-yl)-6-methoxynicotinic acid methyl ester COC(C1=CN=C(C(=C1N1C[C@H](CC1)NC(=O)OC(C)(C)C)Br)OC)=O